BrC1=NN(C(N1CC(=O)OCC)=O)CC1CCCCC1 Ethyl 2-[3-bromo-1-(cyclohexylmethyl)-5-oxo-4,5-dihydro-1H-1,2,4-triazol-4-yl]acetate